C1(CC1)C(CC1=CC2=C(C(=CO2)F)C=C1)NCC 1-cyclopropyl-N-ethyl-2-(3-fluorobenzofuran-6-yl)ethan-1-amine